O1CCOC12CCC(CC2)C=2NC(=CN2)C(=O)OCC ethyl 2-(1,4-dioxaspiro[4.5]decan-8-yl)-1H-imidazole-5-carboxylate